C(#N)C=1N=C(NC1)C=1N=CN2C1C=CC(=C2)C=2C(=C(C=CC2F)NS(=O)(=O)C=2C(=NC=C(C2)Cl)OC)F N-[3-[1-(4-cyano-1H-imidazol-2-yl)imidazo[1,5-a]pyridin-6-yl]-2,4-difluorophenyl]-5-chloro-2-methoxypyridine-3-sulfonamide